CS(=O)(=O)N1CCN(CC1)C1=NC(=NC(=C1)C1=CC=C(C=C1)C(F)(F)F)C=1C=NC=CC1 (4-(methylsulfonyl)piperazin-1-yl)-2-(pyridin-3-yl)-6-(4-(trifluoromethyl)phenyl)pyrimidine